4-(2-(4-cyano-2-fluorobenzyloxy)thiazol-4-yl)-5,6-dihydropyridine-1(2H)-carboxylic acid tert-butyl ester C(C)(C)(C)OC(=O)N1CC=C(CC1)C=1N=C(SC1)OCC1=C(C=C(C=C1)C#N)F